CS(C1=C2C(C(C(C2=C(C=C1)F)F)(F)F)=O)=NC#N [methyl-[1,2,2,7-tetrafluoro-3-oxo-indan-4-yl]-λ4-sulfanylidene]cyanamide